N1=CC=CC2=CC(=CC=C12)C1=NSC(=C1)N (quinolin-6-yl)isothiazol-5-amine